C(C)NC1C[C@H]2CC(C[C@H]2C1)NC1=C(C=C(C=C1)N1CCC(CC1)C(F)(F)F)F (3aR,6aS)-N2-ethyl-N5-(2-fluoro-4-(4-(trifluoromethyl)piperidin-1-yl)phenyl)octahydropentalene-2,5-diamine